C(C)(C)(C)OC(=O)N1CCC(CC1)C1=C(C=CC(C1)(C1=NN(N=C1)COCC[Si](C)(C)C)Br)C1=CC=CC=C1.FC=1C=C(C=CC1)C1=NN(C=C1C1=CC=NC=C1)C 4-[3-(3-fluorophenyl)-1-methylpyrazol-4-yl]pyridine tert-Butyl-4-(4-bromo-4-(2-((2-(trimethylsilyl)ethoxy)methyl)-2H-1,2,3-triazol-4-yl)-[1,1-biphenyl]-2-yl)piperidine-1-carboxylate